CC=1N=NC2=CC=C(C=C2C1C)C1=CN=C(S1)NC(=O)C1CC(OC(C1)(C)C)(C)C N-(5-(3,4-dimethylcinnolin-6-yl)thiazol-2-yl)-2,2,6,6-tetramethyltetrahydro-2H-pyran-4-carboxamide